C(C)(C)(C)OC(=O)N1C2CCNC2C1 rac-2,6-diaza-bicyclo[3.2.0]heptane-6-carboxylic acid tert-butyl ester